N1C=CC(=C1)C#CC1=CNC=2N=CN=C(C21)N[C@@H]2[C@H](C[C@@H](N(C2)C(C=C)=O)C)F 1-((2S,4S,5S)-5-((5-((1H-pyrrol-4-yl)ethynyl)-7H-pyrrolo[2,3-d]pyrimidin-4-yl)amino)-4-fluoro-2-methylpiperidin-1-yl)prop-2-en-1-one